(3R)-1-(4-(4-fluorophenyl)-2-(2H-tetrazol-2-yl)cyclopentyl)piperidin-3-ylcarbamic acid tert-butyl ester C(C)(C)(C)OC(N[C@H]1CN(CCC1)C1C(CC(C1)C1=CC=C(C=C1)F)N1N=CN=N1)=O